C[C@@]12CCC[C@H]1[C@@H]3CC[C@H]4CCCC[C@@]4([C@H]3CC2)C 5a-androstane